Bis(trifluoromethyl)-1,3-dioxolan FC(F)(F)C1(OCCO1)C(F)(F)F